5-Hydroxypentyl Vinyl Ether C(=C)OCCCCCO